N-(5-(7'-Fluoro-3'-methyl-2'-oxo-2',3'-dihydrospiro[cyclobutane-1,1'-pyrrolo[2,3-c]quinolin]-8'-yl)-2-(2-(isopropylamino)ethoxy)pyridin-3-yl)morpholine-4-sulfonamide hydrochloride Cl.FC=1C(=CC=2C3=C(C=NC2C1)N(C(C31CCC1)=O)C)C=1C=C(C(=NC1)OCCNC(C)C)NS(=O)(=O)N1CCOCC1